chloro(prop-2-en-1-yloxy)methanone tert-butyl-3-benzylsulfanyl-3-(1,3-dihydroxypropyl)azetidine-1-carboxylate C(C)(C)(C)OC(=O)N1CC(C1)(C(CCO)O)SCC1=CC=CC=C1.ClC(=O)OCC=C